N,N'-Di-tert-butoxycarbonyl-L-histidine C(C)(C)(C)OC(=O)N[C@@H](CC1=CN(C=N1)C(=O)OC(C)(C)C)C(=O)O